Dodeca-methylpentasiloxan C[Si](O[Si](O[Si](O[Si](O[Si](C)(C)C)(C)C)(C)C)(C)C)(C)C